1-cyclopropyl-4-methyl-N-(1-methylcyclopropyl)-5-oxo-1,2,4,5-tetrahydroimidazo[1,2-a]quinazoline-7-sulfonamide C1(CC1)C1CN=C2N1C1=CC=C(C=C1C(N2C)=O)S(=O)(=O)NC2(CC2)C